ClC1=C(C(=NC(=N1)N1CCOCC1)NCC(C)(O)C)CCCl 1-(6-chloro-5-(2-chloroethyl)-2-morpholinopyrimidin-4-ylamino)-2-methylpropan-2-ol